1-methyl-4-(4,4,5,5-tetramethyl-1,3,2-dioxaborolan-2-yl)-1,2,3,6-tetrahydropyridine Tripentylcitrat C(CCCC)C(C(C(C(=O)O)(CCCCC)CCCCC)(O)C(=O)O)C(=O)O.CN1CCC(=CC1)B1OC(C(O1)(C)C)(C)C